O(C1=CC=CC=C1)C=1C(=NC2=CC3=C(C=C2C1)C=CC=C3)C3=CC=CC=C3 3-phenoxy-2-phenylbenzo[g]quinoline